C[C@@H]1O[C@@H](CN(C1)C1=C(C=CC(=N1)C1=NC2=CC(=NC=C2C=C1)CNC(C1=CC(=C(C=C1)C)S(=O)(=O)C)=O)C)C N-((2-(6-((cis)-2,6-dimethylmorpholino)-5-methylpyridin-2-yl)-1,6-naphthyridin-7-yl)methyl)-4-methyl-3-(methylsulfonyl)benzamide